BrC=1C=2C(C=3C(=NC(=NC3C1F)Cl)N1C[C@H]3CC[C@@H](C1)N3C(=O)OC(C)(C)C)=CN(N2)C tert-Butyl (1R,5S)-3-(4-bromo-7-chloro-5-fluoro-2-methyl-2H-pyrazolo[4,3-f]quinazolin-9-yl)-3,8-diazabicyclo[3.2.1]octane-8-carboxylate